Methyl (2S)-2-((tert-butoxycarbonyl) amino)-4-methyl-5-(methyl(phenethyl)amino)-5-oxopentanoate C(C)(C)(C)OC(=O)N[C@H](C(=O)OC)CC(C(=O)N(CCC1=CC=CC=C1)C)C